2,3-dihydro-1,4-benzodioxine-6-carboxylic acid O1CCOC2=C1C=CC(=C2)C(=O)O